FC1=CC(=C(C=C1C)NC=1OC=C(N1)C(=O)N)C 2-((4-fluoro-2,5-dimethylphenyl)amino)oxazole-4-carboxamide